1-tris(trimethylsilyl)silyloctene C[Si](C)(C)[Si](C=CCCCCCC)([Si](C)(C)C)[Si](C)(C)C